ClC=1C(=NC(=NC1)NC1CCC(CC1)C#N)C1=CC2=C(N=C3N2CCCN3C)C(=C1)F (1s,4s)-4-((5-chloro-4-(9-fluoro-1-methyl-1,2,3,4-tetrahydrobenzo[4,5]imidazo[1,2-a]pyrimidin-7-yl)pyrimidin-2-yl)amino)cyclohexane-1-carbonitrile